CC=1N(C(C2=C(N1)N(N=C2)C2=CC=CC=C2)=O)OCCCCCN2CCN(CC2)C2=CC=CC=C2 6-methyl-1-phenyl-5-{[5-(4-phenylpiperazin-1-yl)pentyl]oxy}-4,5-dihydropyrazolo[3,4-d]pyrimidin-4-one